ClC1=CC=C(C=C1)C(C)(C#C)C=1N=C(SC1)NC(=O)NO 1-(4-(2-(4-chlorophenyl)but-3-yn-2-yl)thiazol-2-yl)-3-hydroxyurea